(S)-2-(1-(4-chloropyridazin-3-yl)cyclopropane-1-carboxamido)-4-(((S)-3-fluoro-2-methoxypropyl)(4-(5,6,7,8-tetrahydro-1,8-naphthyridin-2-yl)butyl)amino)butanoic acid ClC1=C(N=NC=C1)C1(CC1)C(=O)N[C@H](C(=O)O)CCN(CCCCC1=NC=2NCCCC2C=C1)C[C@@H](CF)OC